3-bromo-5-fluoro-4-(hydroxymethyl)benzamide BrC=1C=C(C(=O)N)C=C(C1CO)F